C(CNC(=O)C=1C(OC2=C(C(=CC=C2C1)O)O)=N)NC(=O)C=1C(OC2=C(C(=CC=C2C1)O)O)=N N,N'-(Ethane-1,2-diyl)bis(7,8-dihydroxy-2-imino-2H-chromene-3-carboxamide)